N-(N-((S)-1,3-dicarboxypropyl)carbamoyl)-4-(18F)fluorobenzyl-L-cysteine C(=O)(O)[C@H](CCC(=O)O)NC(=O)N([C@@H](CS)C(=O)O)CC1=CC=C(C=C1)[18F]